C1(=C(C=CC=C1)C1=C(C(=NN=N1)C1=C(C=CC=2SC3=C(C21)C=CC=C3)C3=CC=CC=C3)C3=NC2=C(C(=C3C)C)C=3C=CC=CC3C2)C2=CC=CC=C2 (biphenylyl)(dimethylindenopyridineyl)(phenyldibenzothiophenyl)triazine